CNC1=CC(=CC=C1)B1OC(C(O1)(C)C)(C)C methyl-3-(4,4,5,5-tetramethyl-1,3,2-dioxaborolan-2-yl)aniline